FC(C=1C=CC(=NC1)C=1N=C(SC1)NC1=NC=CC(=C1)C)F 4-(5-(difluoromethyl)pyridin-2-yl)-N-(4-methylpyridin-2-yl)thiazol-2-amine